3-(2H-benzotriazole-2-yl)-4-hydroxyphenyl-phosphine bromide [Br-].N=1N(N=C2C1C=CC=C2)C=2C=C(C=CC2O)P